tert-butyl 2-bromo-2-((3S,4R)-3,4,7-trimethylisochroman-5-yl)acetate BrC(C(=O)OC(C)(C)C)C1=C2[C@H]([C@@H](OCC2=CC(=C1)C)C)C